ClC(C1=NC(=NO1)C1=CC(=C(C=C1)P(N1CCOCC1)(C)=O)F)(F)F (4-(5-(chlorodifluoromethyl)-1,2,4-oxadiazol-3-yl)-2-fluorophenyl)(methyl)(morpholino)phosphine oxide